2-fluoro-5-methoxy-N-(1-methyl-hexahydropyridin-4-yl)benzamide ethyl-2-(1-allyl-2-(tert-butoxycarbonyl)-2-methylhydrazineyl)-6-chloronicotinate C(C)OC(C1=C(N=C(C=C1)Cl)N(N(C)C(=O)OC(C)(C)C)CC=C)=O.FC1=C(C(=O)NC2CCN(CC2)C)C=C(C=C1)OC